C(C1=CC=CC=C1)C(CC1=CC=CC=C1)=NOC(=O)C=1SC2=C(C1Cl)C=CC=C2 2-({[(1-benzyl-2-phenylethylidene)amino]oxy}carbonyl)-3-chloro-1-benzothiophene